CN1N=C(CC1=O)C 2,5-dimethyl-4H-pyrazol-3-one